cyclohex-3-ene-1,2-dione C1(C(C=CCC1)=O)=O